OC=1C(=NC=C(C1)COP(=O)(O)O)C 3-Hydroxy-2-Methyl-5-Phosphonooxymethyl-Pyridin